5-Amino-N-(3-chloro-4-fluorophenyl)-3-(4-(4-fluorophenyl)cyclopent-1-en-1-yl)-1-methyl-1H-pyrazole-4-carboxamide NC1=C(C(=NN1C)C1=CCC(C1)C1=CC=C(C=C1)F)C(=O)NC1=CC(=C(C=C1)F)Cl